C(#N)C1=C(C=CC(=C1OC=1C=C2C(N(C=NC2=CC1)[C@H]1COC2(C1)CCNCC2)=O)F)C2N(CCC2F)S(=O)(=O)N [2-cyano-4-fluoro-3-[3-[(3R)-1-oxa-8-azaspiro[4.5]decan-3-yl]-4-oxo-quinazolin-6-yl]oxy-phenyl]-3-fluoro-pyrrolidine-1-sulfonamide